C(CC)(=O)O[C@@H]1[C@H](O[C@H]([C@@H]1F)N1C(NC(C=C1)=O)=O)COP1(OCC(CO1)CC(=O)OC(C)C)=O (2R,3R,4R,5R)-5-(2,4-dioxo-3,4-dihydropyrimidin-1(2H)-yl)-4-fluoro-2-(((5-(2-isopropoxy-2-oxoethyl)-2-oxido-1,3,2-dioxaphosphinan-2-yl)oxy)methyl)tetrahydrofuran-3-yl propionate